C(C)(C)(C)OC(=O)N1[C@@H](C[C@H](C1)NC(=O)C=1OC(=CN1)C1=CC(=CC=C1)C#N)CN1N=CC=N1 (2S,4R)-2-((2H-1,2,3-triazol-2-yl)methyl)-4-(5-(3-cyanophenyl)oxazole-2-carboxamido)pyrrolidine-1-carboxylic acid tert-butyl ester